1-[3-[(1S,3R)-3-[[4-(oxetan-3-yloxy)-5-(trifluoromethyl)pyrimidin-2-yl]amino]cyclohexyl]-6,8-dihydro-5H-[1,2,4]triazolo[4,3-a]pyrazin-7-yl]pent-3-yn-1-one O1CC(C1)OC1=NC(=NC=C1C(F)(F)F)N[C@H]1C[C@H](CCC1)C1=NN=C2N1CCN(C2)C(CC#CC)=O